7-bromo-5-chloro-1-isopropyl-4-oxo-1,4-dihydroquinoline-2-carboxylic acid methyl ester COC(=O)C=1N(C2=CC(=CC(=C2C(C1)=O)Cl)Br)C(C)C